C(C)(C)(C)OC(=O)N1C[C@@H](N(CC1)C=1C2=C(N=CN1)N(C=C2C2CC2)S(=O)(=O)C2=CC=C(C)C=C2)C.CC2=CC1=C(C3=CC=CC=C3C(=C1C=C2)C2=CC1=CC=CC=C1C=C2)C2=CC1=CC=CC=C1C=C2 2-methyl-9,10-di-2-naphthyl-anthracene tert-butyl-(S)-4-(5-cyclopropyl-7-tosyl-7H-pyrrolo[2,3-d]pyrimidin-4-yl)-3-methylpiperazine-1-carboxylate